S1C(=NC2=C1C=CC=C2)SCC(=O)NCCN2N=C(C=CC2=O)C2=C(N=C(S2)C)C 2-(1,3-benzothiazol-2-ylsulfanyl)-N-[2-[3-(2,4-dimethyl-1,3-thiazol-5-yl)-6-oxopyridazin-1-yl]ethyl]acetamide